FC=1C(=CC(=NC1)OC)C1=CC(=NN1)C(=O)N1C2(CC2)C[C@H](CC1)C(=O)N[C@@H]1CN(CC1)C1=NC(=NC=C1)C (S)-4-(5-(5-fluoro-2-methoxypyridin-4-yl)-1H-pyrazole-3-carbonyl)-N-((S)-1-(2-methylpyrimidin-4-yl)pyrrolidin-3-yl)-4-azaspiro[2.5]Octane-7-carboxamide